1-(5-(4-fluoro-3-(hydroxymethyl)phenyl)-1H-indol-3-yl)-3-(4-(trifluoromethyl)phenyl)urea FC1=C(C=C(C=C1)C=1C=C2C(=CNC2=CC1)NC(=O)NC1=CC=C(C=C1)C(F)(F)F)CO